N,N-dimethyl-1-((7-morpholino-5-(3-(m-tolyl)-1H-pyrazol-1-yl)-3H-imidazo[4,5-b]pyridin-2-yl)methyl)piperidin-4-amine CN(C1CCN(CC1)CC1=NC=2C(=NC(=CC2N2CCOCC2)N2N=C(C=C2)C=2C=C(C=CC2)C)N1)C